N4-(4-(6-cyclopropyl-1-methyl-1H-indol-3-yl)pyrimidin-2-yl)-N1-(2-(dimethylamino)ethyl)-5-methoxy-N1-methylbenzene-1,2,4-triamine C1(CC1)C1=CC=C2C(=CN(C2=C1)C)C1=NC(=NC=C1)NC=1C=C(C(=CC1OC)N(C)CCN(C)C)N